C(#N)C1=NN(C2=CC(=CC=C12)C(C)NS(=O)C(C)(C)C)C N-(1-(3-cyano-1-methyl-1H-indazol-6-yl)ethyl)-2-methylpropan-2-sulfinic acid Amide